C(C)(C)(C)OC(=O)N1CC2=C(C3=C(N=CN=C3NC3=CC(=C(C=C3)OC=3C=NC=CC3)Cl)S2)CC1 4-((3-chloro-4-(pyridin-3-yloxy)phenyl)amino)-5,6-dihydropyrido[4',3':4,5]thieno[2,3-d]pyrimidine-7(8H)-carboxylic acid tert-butyl ester